octyl-oxy-benzene C(CCCCCCC)OC1=CC=CC=C1